COC(C1CCN(CC1)C=1C=C(C=CC1)S(=O)(=O)N1CCC(CC1)N)OC 1-{3-[4-(dimethoxymethyl)piperidin-1-yl]benzenesulfonyl}piperidin-4-amine